C(C)OC1=NC=CC=C1C1=NC(=NC=C1C)C(C)NC(C(C)C)=O N-(1-(4-(2-ethoxypyridin-3-yl)-5-methylpyrimidin-2-yl)ethyl)isobutyramide